N-benzyl-benzothiazole chloride salt [Cl-].C(C1=CC=CC=C1)N1CSC2=C1C=CC=C2